1-(3-cyano-4-(2,6-dioxopiperidin-3-yl)phenyl)azetidin-3-yl(3-chloro-4-methylphenyl)carbamate C(#N)C=1C=C(C=CC1C1C(NC(CC1)=O)=O)N1CC(C1)N(C([O-])=O)C1=CC(=C(C=C1)C)Cl